2,3-propanediol dimethacrylate C(C(=C)C)(=O)OC(C)COC(C(=C)C)=O